[N+](=O)([O-])C1=CC=C(C[C@@H](N)C(=O)O)C=C1 4-Nitro-D-phenylalanine